(2R,3S)-2-methyl-3-((methylsulfonyl)methyl)azetidine hydrochloride Cl.C[C@H]1NC[C@@H]1CS(=O)(=O)C